urea caproate C(CCCCC)(=O)O.NC(=O)N